C1CCC2=C(C=CC=C12)[C@H]([C@@H](C=1OC(NN1)=O)NS(=O)(=O)C1=C(C=CC=C1)C=1C=NOC1)C N-((1S,2R)-2-(2,3-dihydro-1H-inden-4-yl)-1-(5-oxo-4,5-dihydro-1,3,4-oxadiazol-2-yl)propyl)-2-(isoxazol-4-yl)benzenesulfonamide